BrC1=CC=C2C(N(N(C2=C1)CC)C)=O 6-bromo-1-ethyl-2-methyl-1,2-dihydro-3H-indazol-3-one